C1(=CC=CC=C1)CC(CC(=O)OCC)O ethyl 4-phenyl-3-hydroxybutyrate